[Br-].C(CCCCCCC)N1CC=C(C2=CC=CC=C12)C N-octyl-4-Methylquinoline bromide